BrC1=CC(=C(COC2=NC(=CC=C2)C2CCNCC2)C=C1)F 2-((4-bromo-2-fluorobenzyl)oxy)-6-(piperidin-4-yl)pyridine